BrC1=C(N=C2C(=N1)N(C(=N2)C2=NC(=CC=C2)OCC)C2=C(C=CC=C2OC)OC)CC2CC2 bromo-5-(cyclopropylmethyl)-1-(2,6-dimethoxyphenyl)-2-(6-ethoxypyridin-2-yl)-1H-imidazo[4,5-b]pyrazine